[Si](C)(C)(C(C)(C)C)OC1CC(C1)O 3-((tert-butyldimethylsilyl)oxy)cyclobutanol